1-(2-((3-fluoro-5-(trifluoromethyl)phenyl)methyl-d)pyridin-4-yl)-1,5,6,7-tetrahydro-4H-pyrazolo[4,3-c]pyridin-4-one FC=1C=C(C=C(C1)C(F)(F)F)C(C1=NC=CC(=C1)N1N=CC=2C(NCCC21)=O)[2H]